4-(4-morpholino-6-(piperazin-1-yl)-1,3,5-triazin-2-yl)aniline O1CCN(CC1)C1=NC(=NC(=N1)N1CCNCC1)C1=CC=C(N)C=C1